BrC1=CC=C(COC=2C(C=C(OC2)CN2CC3=CC=CC=C3C2)=O)C=C1 5-((4-Bromobenzyl)oxy)-2-(isoindolin-2-ylmethyl)-4H-pyran-4-one